1-ethyl-3-(1,4-dioxaspiro[4.5]decan-8-yl)-1H-pyrazole C(C)N1N=C(C=C1)C1CCC2(OCCO2)CC1